CC1=C(C=2CCCC2C=C1)O 5-methyl-2,3-dihydro-1H-inden-4-ol